N-(5-(5-(7-acetyl-3,7-diazabicyclo[3.3.1]nonan-3-yl)benzo[d]oxazol-2-yl)-8-(methylamino)-2,7-naphthyridin-3-yl)cyclopropanecarboxamide C(C)(=O)N1CC2CN(CC(C1)C2)C=2C=CC1=C(N=C(O1)C1=C3C=C(N=CC3=C(N=C1)NC)NC(=O)C1CC1)C2